FC=1C(=NC(=NC1)NC1=CC=C(C=N1)CN1CCO[C@@]2(CCN(C2)C(=O)OC(C)(C)C)C1)C=1C=C(C2=C(N(C(=N2)C)C(C)C)C1)F tert-butyl (S)-9-((6-((5-fluoro-4-(4-fluoro-1-isopropyl-2-methyl-1H-benzo[d]imidazol-6-yl)pyrimidin-2-yl)amino)pyridin-3-yl)methyl)-6-oxa-2,9-diazaspiro[4.5]decane-2-carboxylate